NC1=NC(=CC(=N1)C=1C(=C(C#N)C=CC1)C)C1=CC(N(C=C1)CC1=C(C=CC=C1)C)=O 3-(2-amino-6-(1-(2-methylbenzyl)-2-oxo-1,2-dihydropyridin-4-yl)pyrimidin-4-yl)-2-methylbenzonitrile